8-(4,4,5,5-Tetramethyl-1,3,2-dioxaborolan-2-yl)-3-((triisopropylsilyl)oxy)isoquinoline CC1(OB(OC1(C)C)C=1C=CC=C2C=C(N=CC12)O[Si](C(C)C)(C(C)C)C(C)C)C